C(C=C)(=O)N[C@@H]1C=C(CCC1)C1=C2C(=C(NC2=C(C=C1F)C(=O)N)C)Cl (S)-4-(3-acrylamidocyclohex-1-en-1-yl)-3-chloro-5-fluoro-2-methyl-1H-indole-7-carboxamide